COC1=NC2=CC=CC=C2C=C1C=1N=C(N(C1)COCC[Si](C)(C)C)[C@H](COCCCC(=O)C=1OC=CN1)NC(OC(C)(C)C)=O (R)-tert-butyl (1-(4-(2-methoxyquinolin-3-yl)-1-((2-(trimethylsilyl)ethoxy)methyl)-1H-imidazol-2-yl)-2-(4-(oxazol-2-yl)-4-oxobutoxy)ethyl)carbamate